tert-Butyl (1S,5R,7R)-7-(hydroxymethyl)-3-phenyl-3,6-diazabicyclo[3.2.1]octane-6-carboxylate OC[C@@H]1N([C@H]2CN(C[C@@H]1C2)C2=CC=CC=C2)C(=O)OC(C)(C)C